(2R,6S)-4-(4-(6-Chloroimidazo[1,2-a]pyridin-3-yl)pyrimidin-2-yl)-2-methyl-6-(5-methyl-1H-pyrazol-4-yl)morpholine ClC=1C=CC=2N(C1)C(=CN2)C2=NC(=NC=C2)N2C[C@H](O[C@H](C2)C=2C=NNC2C)C